ClC1=C(C(=O)NC2=C3C=NN(C3=CC=C2)C2=C(C=C(C=C2)OC(F)(F)F)C)C=C(C=C1)CNC(C(C)(C)C)=O 2-chloro-5-{[(2,2-dimethylpropionyl)amino]methyl}-N-{1-[2-methyl-4-(trifluoromethoxy)phenyl]-1H-indazol-4-yl}benzamide